1-((2-((2-chloro-3-(3'-chloro-6-methoxy-5-((((5-oxopyrrolidin-2-yl)methyl)amino)methyl)-[2,4'-bipyridin]-2'-yl)phenyl)carbamoyl)thiazol-5-yl)methyl)piperidine-4-carboxylic acid ClC1=C(C=CC=C1C1=NC=CC(=C1Cl)C1=NC(=C(C=C1)CNCC1NC(CC1)=O)OC)NC(=O)C=1SC(=CN1)CN1CCC(CC1)C(=O)O